ClC1=C(C=C2C=C(N=CC2=C1)NC(=O)[C@@H]1[C@@H](C1)C1CCOCC1)N1CCN(CC1)[C@]1(COC[C@H]1O)C (1S,2S)-N-[7-chloro-6-[4-((3S,4S)-4-hydroxy-3-methyl-tetrahydrofuran-3-yl)piperazin-1-yl]-3-isoquinolyl]-2-tetrahydropyran-4-yl-cyclopropanecarboxamide